4-(4-(4-ethylpiperazin-1-yl)-[1,4'-bipiperidin]-1'-yl)-3-((4-(icosyloxy)phenyl)sulfonyl)-6-(methylsulfinyl)quinoline C(C)N1CCN(CC1)C1CCN(CC1)C1CCN(CC1)C1=C(C=NC2=CC=C(C=C12)S(=O)C)S(=O)(=O)C1=CC=C(C=C1)OCCCCCCCCCCCCCCCCCCCC